4-cis-Heptenal C(C=CCCCC)=O